N1(CCC1)C(=O)C1=CC=C(C=C1)B1OC(C(O1)(C)C)(C)C azetidin-1-yl-(4-(4,4,5,5-tetramethyl-1,3,2-Dioxaborolan-2-yl)phenyl)methanone